benzyl 1-{[(1r,4r)-4-{[(tert-butoxy)carbonyl]amino}cyclohexyl]methyl}-1H-pyrazole-4-carboxylate C(C)(C)(C)OC(=O)NC1CCC(CC1)CN1N=CC(=C1)C(=O)OCC1=CC=CC=C1